FC1=C(COC2=CC=C(C3=C2OCO3)CN[C@H](C(=O)N)C)C(=CC=C1)C(F)(F)F (S)-2-{[7-(2-fluoro-6-trifluoromethylbenzyloxy)benzo[d][1,3]dioxol-4-yl]methylamino}propanamide